C1=CC=CC=2C3=CC=CC=C3C(C12)COC(=O)N[C@H](C(=O)O)CC=1N(C=CN1)C(C1=CC=CC=C1)(C1=CC=CC=C1)C1=CC=CC=C1 (S)-2-((((9H-fluoren-9-yl)methoxy)carbonyl)amino)-3-(1-trityl-1H-imidazol-2-yl)propanoic acid